Natrium ricinoleat C(CCCCCCC\C=C/C[C@H](O)CCCCCC)(=O)[O-].[Na+]